ClC1=CC(=C(C=C1)C(C)OC1=CC=NN1C1CCN(CC1)C(=O)OC(C)(C)C)F tert-butyl 4-[5-[1-(4-chloro-2-fluoro-phenyl)ethoxy]pyrazol-1-yl]piperidine-1-carboxylate